2-(perfluorononanoyloxy)terephthalic acid FC(C(=O)OC1=C(C(=O)O)C=CC(=C1)C(=O)O)(C(C(C(C(C(C(C(F)(F)F)(F)F)(F)F)(F)F)(F)F)(F)F)(F)F)F